C1(CC1)COC1=C(C=C(C=C1)S(=O)(=O)C)C1=CN(C(C=2CCCCC12)=O)C 4-[2-(cyclopropylmethoxy)-5-methylsulfonylphenyl]-2-methyl-5,6,7,8-tetrahydroisoquinolin-1-one